6-chloromethylpyridine-2-carboxylic acid methylester COC(=O)C1=NC(=CC=C1)CCl